8-Chloro-3-(2-ethoxy-ethyl)-indolizine-1-carboxylic acid (3,3-difluoro-1-hydroxy-cyclohexylmethyl)-amide FC1(CC(CCC1)(O)CNC(=O)C=1C=C(N2C=CC=C(C12)Cl)CCOCC)F